4-(4-(1-((5-((3-chloro-5-fluoropyridin-2-yl)oxy)pyridin-2-yl)amino)-1-oxopropan-2-yl)-2,2-dimethylpiperazine-1-carbonyl)pyridine 1-oxide ClC=1C(=NC=C(C1)F)OC=1C=CC(=NC1)NC(C(C)N1CC(N(CC1)C(=O)C1=CC=[N+](C=C1)[O-])(C)C)=O